2,5,7-trimethyl-6-({(3R)-1-[5-(4-{[4-(methylsulfonyl)piperidin-1-yl]methyl}phenyl)pyrazin-2-yl]pyrrolidin-3-yl}methyl)[1,2,4]triazolo[1,5-a]pyrimidine CC1=NN2C(N=C(C(=C2C)C[C@H]2CN(CC2)C2=NC=C(N=C2)C2=CC=C(C=C2)CN2CCC(CC2)S(=O)(=O)C)C)=N1